C(C)(C)(C)N1N=C(C=C1NC(OCC1=CC=CC=C1)=O)[C@@H]1C[C@@H](CC1)OC(=O)OC1=CC=CC=C1 benzyl (1-(tert-butyl)-3-((1S,3R)-3-((phenoxycarbonyl)oxy)cyclopentyl)-1H-pyrazol-5-yl)carbamate